C(C)(=O)O[C@H]1/C=C/[C@@H]([C@H](OC(C[C@H](CC[C@]1(C)O)O)=O)\C(\C)=C\C=C\[C@H](CO)C)C [(2S,3S,4E,6S,7S,10S)-7,10-dihydroxy-2-[(2E,4E,6R)-7-hydroxy-6-methylhepta-2,4-dien-2-yl]-3,7-dimethyl-12-oxo-1-oxacyclododec-4-en-6-yl] acetate